N=1C=NN2C1C=C(C=C2)OC2=C(C(=C(C=C2)NC=2C1=C(N=CN2)C=CC(=N1)N1CC2N(C(C1)C2)C(C=C)=O)F)C 1-(3-(4-((4-([1,2,4]triazolo[1,5-a]pyridin-7-yloxy)-2-fluoro-3-methylphenyl)amino)pyrido[3,2-d]pyrimidin-6-yl)-3,6-diazabicyclo[3.1.1]heptan-6-yl)prop-2-en-1-one